butyl 4-(acryloyloxy)-2-hexyldecanoate C(C=C)(=O)OC(CC(C(=O)OCCCC)CCCCCC)CCCCCC